phenyl-Propanone C1(=CC=CC=C1)CC(C)=O